[N-](S(=O)(=O)C(F)(F)F)S(=O)(=O)C(F)(F)F.C(CC)N1C(N(C=C1)C)C 1-propyl-2,3-dimethyl-imidazole bis(trifluoromethanesulfonyl)imide salt